3-(methoxymethyl)-4-[7-methoxy-2-[[(3R)-1-[2-[tert-butyl(dimethyl)silyl]oxyethyl]-3-piperidyl]amino]oxazolo[4,5-b]pyridin-5-yl]-5-(2-trimethylsilylethoxymethoxy)benzonitrile COCC=1C=C(C#N)C=C(C1C1=CC(=C2C(=N1)N=C(O2)N[C@H]2CN(CCC2)CCO[Si](C)(C)C(C)(C)C)OC)OCOCC[Si](C)(C)C